Ferrous L-Lactate C([C@@H](O)C)(=O)[O-].[Fe+2].C([C@@H](O)C)(=O)[O-]